(4R)-4-(3-methoxy-2-methyl-phenyl)-1,4,5,6-tetrahydropyrrolo[3,4-c]pyrazole COC=1C(=C(C=CC1)[C@H]1NCC=2NN=CC21)C